O=C1NC(CCC1N1C(N(C=2C1=NC=C(C2)N2CCC(CC2)(O)CC(=O)OC(C)(C)C)C)=O)=O tert-butyl 2-(1-(3-(2,6-dioxopiperidin-3-yl)-1-methyl-2-OXO-2,3-dihydro-1H-imidazo[4,5-b]pyridin-6-yl)-4-hydroxypiperidin-4-yl)acetate